[Si](C1=CC=CC=C1)(C1=CC=CC=C1)(C(C)(C)C)OC[C@H](C[C@@H](C)O)C=C (2R,4R)-4-(((TERT-BUTYLDIPHENYLSILYL)OXY)METHYL)HEX-5-EN-2-OL